CN(C=C)C(F)(F)F N-methyl-N-(trifluoromethyl)ethenamine